2-bromo-6-[(2S)-2-methyloxiran-2-yl]pyridine BrC1=NC(=CC=C1)[C@@]1(OC1)C